CSCC1N(CCCC1)C(=O)OC(C)(C)C (methylthiomethyl)piperidine-1-carboxylic acid, tert-butyl ester